4-(4-((1-(7-amino-2-(furan-2-yl)-[1,2,4]triazolo[1,5-a][1,3,5]triazine-5-yl)piperidin-3-yl)methyl)piperazin-1-yl)-3-fluorobenzonitrile NC1=NC(=NC=2N1N=C(N2)C=2OC=CC2)N2CC(CCC2)CN2CCN(CC2)C2=C(C=C(C#N)C=C2)F